COC=1C=C(C=O)C=C(C1OC)[N+](=O)[O-] 3,4-dimethoxy-5-nitrobenzaldehyde